tert-butyl 4-{3-bromopyrazolo[4,3-c]pyridin-1-yl}piperidine-1-carboxylate BrC1=NN(C2=C1C=NC=C2)C2CCN(CC2)C(=O)OC(C)(C)C